ClC1=C(C=C(C=2C([C@@]3([C@@H](CC(C=C3OC)=O)C)OC21)=O)OC)C(=O)O\N=C(\C)/N [(Z)-1-Aminoethylideneamino] (2S,5'R)-7-chloro-1',4-dimethoxy-5'-methyl-3,3'-dioxo-spiro[benzofuran-2,6'-cyclohexene]-6-carboxylate